[10-(4,5-Dimethoxy-2-methyl-3,6-dioxo-1,4-cyclohexadien-1-yl)decyl](triphenyl)phosphonium methanesulfonate CS(=O)(=O)[O-].COC=1C(C(=C(C(C1OC)=O)CCCCCCCCCC[P+](C1=CC=CC=C1)(C1=CC=CC=C1)C1=CC=CC=C1)C)=O